S(O)(O)(=O)=O.FC1=C(C=C(C=C1)F)[C@@H]1N(CCC1)C1=NC=2N(C=C1)N=CC2NC(=O)N2CC(CC2)O N-(5-((R)-2-(2,5-difluorophenyl)-pyrrolidin-1-yl)-pyrazolo[1,5-a]pyrimidin-3-yl)-3-hydroxypyrrolidine-1-carboxamide bisulphate